N-phenyl-N-[1-(2-phenylethyl)piperidin-4-yl]propionamide C1(=CC=CC=C1)N(C(CC)=O)C1CCN(CC1)CCC1=CC=CC=C1